ethyl 1-(3-chloropyridin-2-yl)-3-(thietan-3-yloxy)-4,5-dihydro-1H-pyrazole-5-carboxylate (ethyl 1-(3-chloropyridin-2-yl)-3-(thietan-3-yloxy)-4,5-dihydro-1H-pyrazole-5-carboxylate) C(C)C1C(=NN(C1C(=O)O)C1=NC=CC=C1Cl)OC1CSC1.ClC=1C(=NC=CC1)N1N=C(CC1C(=O)OCC)OC1CSC1